C(C)(C)(C)OC([C@@H](NC(N[C@H](C(=O)OC(C)(C)C)CCCCN)=O)CCC(=O)OC(C)(C)C)=O (((S)-6-amino-1-(tert-butoxy)-1-oxohex-2-yl)carbamoyl)-L-glutamic acid di-tert-butyl ester